CN1N=CC(=N1)COC1=CC=C(C=C1)C=1N=CN(C1)C(=O)NCC1CN(CC1)C1=CC=CC=C1 4-(4-((2-methyl-2H-1,2,3-triazol-4-yl)methoxy)phenyl)-N-((1-phenylpyrrolidin-3-yl)methyl)-1H-imidazole-1-carboxamide